chloro-4-fluoro-2-methoxy-benzene ClC1=C(C=C(C=C1)F)OC